ClC1=NN2C(C(=N1)Cl)=CN=C2 2,4-Dichloroimidazo[5,1-f][1,2,4]triazine